N,N-di(pentafluoroethyl)ethylamine FC(C(F)(F)F)(N(C(C(F)(F)F)(F)F)CC)F